CC(C(=O)OC)C Methyl 2-methylpropionate